CC=1NC2=CC=CC=C2C1CC(=O)O 2-(2-methyl-1H-indol-3-yl)acetic acid